IC1=CC2=C(N=C(N=C2)NC2CCC(CC2)N(C)C)N1S(=O)(=O)C1=CC=CC=C1 (1r,4r)-N1-(6-iodo-7-(phenylsulfonyl)-7H-pyrrolo[2,3-d]pyrimidin-2-yl)-N4,N4-dimethylcyclohexane-1,4-diamine